C(CCCC)(=O)OCCCCCCCCCCCCCCCCCCCC eicosyl n-pentanoate